C1(CC1)CN1CC2=C(CC1)NN=C2C(=O)N2CCC(CC2)C2=C(C(=C(C=C2)F)F)C(F)(F)F (5-(cyclopropylmethyl)-4,5,6,7-tetrahydro-1H-pyrazolo[4,3-c]pyridin-3-yl)(4-(3,4-difluoro-2-(trifluoromethyl)phenyl)piperidin-1-yl)methanone